N-(2,6-dimethylcyclohexyl)-2-(1H-imidazol-1-yl)isonicotinamide CC1C(C(CCC1)C)NC(C1=CC(=NC=C1)N1C=NC=C1)=O